NCC1=NNC(C2=CC=C(C=C12)C=1C=NN(C1C1=C(C2=C(S1)C=C(C=C2)Cl)C#N)C)=O 2-(4-(4-(aminomethyl)-1-oxo-1,2-dihydrophthalazin-6-yl)-1-methyl-1H-pyrazol-5-yl)-6-chlorobenzo-[b]thiophene-3-carbonitrile